C(#N)C1=C(C=CC=C1)[C@@H]([C@H](C)C=1N(C(C(=C(N1)C(=O)NC=1C=NOC1)O)=O)C)C1=CC=NN1C 2-((1R,2S)-1-(2-cyanophenyl)-1-(1-methyl-1H-pyrazol-5-yl)propan-2-yl)-5-hydroxy-N-(isoxazol-4-yl)-1-methyl-6-oxo-1,6-dihydropyrimidine-4-carboxamide